4-[(3-chlorophenyl)(trifluoroacetyl)amino]-5'-fluoro-2'-[(2R)-3-hydroxy-2-methylpropyl]-6'-(methoxymethoxy)-2',3'-dihydrospiro[cyclohexane-1,1'-indene]-4-carboxylic acid methyl ester COC(=O)C1(CCC2(C(CC3=CC(=C(C=C23)OCOC)F)C[C@H](CO)C)CC1)N(C(C(F)(F)F)=O)C1=CC(=CC=C1)Cl